CC/C=C\\C/C=C\\C[C@@H](/C=C/C=C\\C/C=C\\C/C=C\\CCC(=O)[O-])O The molecule is a 14-HDoHE(1-) that is the conjugate base of (14S)-HDoHE, obtained by deprotonation of the carboxy group; major species at pH 7.3. It is a conjugate base of a (14S)-HDoHE. It is an enantiomer of a (14R)-HDoHE(1-).